6-(6-(2,2,2-trifluoro-1-hydroxyethyl)pyridazin-3-yl)-2,6-diazaspiro[3.4]octane-2-carboxylate FC(C(O)C1=CC=C(N=N1)N1CC2(CN(C2)C(=O)[O-])CC1)(F)F